(2S)-4,4-difluoro-N-{4-[5-fluoro-6-methyl-3-(pyridin-2-yl)-1H-pyrrolo[3,2-b]pyridin-2-yl]pyridin-2-yl}-2-(4-fluorophenyl)butanamide FC(C[C@H](C(=O)NC1=NC=CC(=C1)C1=C(C2=NC(=C(C=C2N1)C)F)C1=NC=CC=C1)C1=CC=C(C=C1)F)F